C1OCC2CN(CCC21)CCNC2=C(C=C(C=C2)S(=O)(=O)NC(C2=CC=CC=C2)=O)[N+](=O)[O-] N-((4-((2-(hexahydrofuro[3,4-c]pyridin-5(3H)-yl)ethyl)amino)-3-nitrophenyl)sulfonyl)benzamide